COC1=NC(=CC=C1)N1CCN(CC1)C1CCN(CC1)C 2-methoxy-6-(4-(1-methylpiperidin-4-yl)piperazin-1-yl)pyridine